(1,3-dioxoisoindolin-2-yl) (1S,2S)-2-(4-cyanophenyl)cyclopropanecarboxylate C(#N)C1=CC=C(C=C1)[C@@H]1[C@H](C1)C(=O)ON1C(C2=CC=CC=C2C1=O)=O